[Cl-].C[N+](CC=C)(CC=C)C dimethyldiallyl-ammonium chlorid